N-(4-((2-(1,1-difluoroethyl)-6-methylpyrimidin-4-yl)amino)-5-(5-methyl-4,5,6,7-tetrahydrothiazolo[5,4-c]pyridin-2-yl)pyridin-2-yl)acetamide FC(C)(F)C1=NC(=CC(=N1)NC1=CC(=NC=C1C=1SC=2CN(CCC2N1)C)NC(C)=O)C